3-oxo-2-pentylcyclopentaneacetic acid, methyl ester O=C1C(C(CC1)CC(=O)OC)CCCCC